FC1=C2C=C(N=NC2=CC(=C1)C=1C=C(C=2N(N1)C=C(N2)C)C#N)C2CCN(CC2)CCF 6-{5-Fluoro-3-[1-(2-fluoroethyl)piperidin-4-yl]cinnolin-7-yl}-2-methylimidazo[1,2-b]pyridazin-8-carbonitril